N-(2-Bromo-4-(1,1,1,3,3,3-hexafluoro-2-methoxypropan-2-yl)-6-(trifluoromethyl)phenyl)-3-(4-cyano-N-(cyclopropylmethyl)benzamido)-2-fluorobenzamid BrC1=C(C(=CC(=C1)C(C(F)(F)F)(C(F)(F)F)OC)C(F)(F)F)NC(C1=C(C(=CC=C1)N(C(C1=CC=C(C=C1)C#N)=O)CC1CC1)F)=O